5''-phenyl-[1,1':3',1'':3'',1''':3''',1''''-quinquephenyl]-2''-amine C1(=CC=CC=C1)C=1C=C(C(=C(C1)C=1C=C(C=CC1)C1=CC=CC=C1)N)C1=CC(=CC=C1)C1=CC=CC=C1